C12CN(CC2C1)C=1C=CC(=NC1)N1C=C(C=C1C)C(=O)NC1=CC(=CC(=C1)NS(=O)(=O)C)Cl 1-(5-(3-azabicyclo[3.1.0]hexan-3-yl)pyridin-2-yl)-N-(3-chloro-5-(methylsulfonamido)phenyl)-5-methyl-1H-pyrrole-3-carboxamide